ON1[C@@H]2CC[C@H](N(C1=O)C2)C(NC(CN2CCN(CC2)C)=O)=N N-(((2S,5R)-6-hydroxy-7-oxo-1,6-diazabicyclo[3.2.1]octan-2-yl)(imino)methyl)-2-(4-methylpiperazin-1-yl)acetamide